5-((3-(5-(trifluoromethyl)pyridin-2-yl)isoxazol-5-yl)amino)pyridinecarbonitrile FC(C=1C=CC(=NC1)C1=NOC(=C1)NC=1C=CC(=NC1)C#N)(F)F